FC(CNC(OC(C)(C)C)=O)(CCO)F tert-butyl N-(2,2-difluoro-4-hydroxybutyl)carbamate